NC1=NC(=CC(=N1)N1CCC2(C[C@H](NC2)C(=O)O)CC1)O[C@@H](C(F)(F)F)C1=CC=C(C=C1)C1=CC=C(C=C1)C(=O)N1CCNCC1 (S)-8-(2-amino-6-((R)-2,2,2-trifluoro-1-(4'-(piperazine-1-carbonyl)-[1,1'-biphenyl]-4-yl)ethoxy)pyrimidin-4-yl)-2,8-diazaspiro[4.5]decane-3-carboxylic acid